N-phenyl-4-(triphenylsilyl)aniline C1(=CC=CC=C1)NC1=CC=C(C=C1)[Si](C1=CC=CC=C1)(C1=CC=CC=C1)C1=CC=CC=C1